C(C)(C)(C)C=1C=C(C=C(C1)C(C)(C)C)C1C(C1(Br)Br)C1=CC(=CC(=C1)C(C)(C)C)C(C)(C)C 1,2-bis(3,5-di-tert-butylphenyl)-3,3-dibromocyclopropane